NC(C([2H])([2H])N1C(C2=CC=3C(=NC=CC3N2CC1)OCC(F)(F)F)=O)([2H])[2H] 11-(2-amino-1,1,2,2-tetradeuterio-ethyl)-6-(2,2,2-trifluoroethoxy)-1,5,11-triazatricyclo[7.4.0.02,7]trideca-2(7),3,5,8-tetraen-10-one